(2R,3S)-2-(4-Cyclobutylaminophenyl)-1-(2-fluoro-6-methylbenzoyl)piperidine-3-carboxylic acid (3-t-butylphenyl)amide C(C)(C)(C)C=1C=C(C=CC1)NC(=O)[C@@H]1[C@@H](N(CCC1)C(C1=C(C=CC=C1C)F)=O)C1=CC=C(C=C1)NC1CCC1